tert-Butyl 4-[4-chloro-3-(1,2,4-triazol-1-yl)phenoxy]piperidine-1-carboxylate ClC1=C(C=C(OC2CCN(CC2)C(=O)OC(C)(C)C)C=C1)N1N=CN=C1